C1(C2=CC=C(C(=O)OCCCCO1)C=C2)=O.C=C ethylene butylene terephthalate